(2-(1-(cyclopropylmethyl)-7-(1-(3-hydroxy-3-(trifluoromethyl)cyclobutan-1-carbonyl)piperidin-4-yl)-1H-indol-2-yl)-3-methylpyrazolo[1,5-a]pyridin-6-yl)methanone C1(CC1)CN1C(=CC2=CC=CC(=C12)C1CCN(CC1)C(=O)C1CC(C1)(C(F)(F)F)O)C1=NN2C(C=CC(=C2)C=O)=C1C